BrC1=CC=C2CCC(C2=C1)(O)CC(CC(=O)OC)=O Methyl 4-(6-bromo-1-hydroxy-2,3-dihydro-1H-inden-1-yl)-3-oxobutanoate